tert-butyl 6-(Imidazo[1,5-a]pyridin-6-yl)-3-methyl-3,4-dihydropyridine-1(2H)-carboxylate C=1N=CN2C1C=CC(=C2)C2=CCC(CN2C(=O)OC(C)(C)C)C